methyl 2-((S)-1-(6-(5-(((S)-5-(cyclopropylmethyl)-2-oxooxazolidin-3-yl)methyl)-1-methyl-1H-1,2,3-triazol-4-yl)-2-ethylpyridin-3-yl)-5,5-difluoropiperidin-3-yl)acetate C1(CC1)C[C@H]1CN(C(O1)=O)CC1=C(N=NN1C)C1=CC=C(C(=N1)CC)N1C[C@H](CC(C1)(F)F)CC(=O)OC